COC1=C(C=CC(=C1)S(=O)(=O)C)NCC#CC=1N(C2=CC=CC(=C2C1)NC1CCN(CC1)CC(CO)O)CC(F)(F)F 3-(4-((2-(3-((2-methoxy-4-(methylsulfonyl)phenyl)amino)prop-1-yn-1-yl)-1-(2,2,2-trifluoroethyl)-1H-indol-4-yl)amino)piperidin-1-yl)propane-1,2-diol